COC1=NC(=NN2C1=C(C=C2)C2=CC=1N(C=C2)N=CC1)NC1CC(C1)(O)C 3-((4-Methoxy-5-(pyrazolo[1,5-a]pyridin-5-yl)pyrrolo[2,1-f][1,2,4]triazin-2-yl)amino)-1-methylcyclobutan-1-ol